C(C)OC1=NC(=CC(=C1)C1=CC(=C2C(=N1)N=C(N2)C=2N=CC(=NC2)N2CCCCC2)N(C)CC2(CCC2)COC)C(F)(F)F 1-(5-{5-[2-Ethoxy-6-(trifluoromethyl)pyridin-4-yl]-7-[{[1-(methoxymethyl)cyclobutyl]methyl}(methyl)amino]-1H-imidazo[4,5-b]pyridin-2-yl}pyrazin-2-yl)piperidin